4-amino-1-(2-fluorobenzyl)-5-vinyl-1H-pyrazole-3-carboxylic acid NC=1C(=NN(C1C=C)CC1=C(C=CC=C1)F)C(=O)O